O[C@@]1(C[C@H](CCC1)NC=1N=NC(=C2C1C=NC=C2)C2=C(C=C(C=C2)C(F)(F)F)O)C 2-[4-[[(1s,3s)-3-hydroxy-3-methyl-cyclohexyl]amino]pyrido[3,4-d]pyridazin-1-yl]-5-(trifluoromethyl)phenol